NC=1C=CC(=NC1)[C@@H](C(F)(F)F)N(C(=O)C1CC2(C1)NC(CC2)=O)C (S)-N-(1-(5-Aminopyridin-2-yl)-2,2,2-trifluoroethyl)-N-methyl-6-oxo-5-azaspiro[3.4]octane-2-carboxamide